N-(2,4-dimethoxybenzyl)-5-fluoropyridine-2-amine COC1=C(CNC2=NC=C(C=C2)F)C=CC(=C1)OC